5-((4-(7-(fluoromethyl)-[1,2,4]triazolo[1,5-a]pyridin-6-yl)piperidin-1-yl)sulfonyl)-2-methyloxazole FCC1=CC=2N(C=C1C1CCN(CC1)S(=O)(=O)C1=CN=C(O1)C)N=CN2